BrC1=CC=C(C=C1)C1=CC=C(C=C1)I 4-bromo-4'-iodo-biphenyl